ClC=1N=CNC(C1)=O 4-chloro-1H-pyrimidin-6-one